C(C1=CC=CC=C1)C1=C2C(C(NC2=CC=C1)=O)(O)CC(=O)C1=CC=C(C=C1)CCCC benzyl-3-(2-(4-butylphenyl)-2-oxoethyl)-3-hydroxyindol-2-one